ClC=1C(=C(C=CC1)[C@@H](C)N)C (R)-1-(3-chloro-2-methylphenyl)ethane-1-amine